2,5-dihydroxy-4-sulfobenzamide OC1=C(C(=O)N)C=C(C(=C1)S(=O)(=O)O)O